tris(2,6-dimethyl-3,5-heptanedione) aluminum [Al].CC(C)C(CC(C(C)C)=O)=O.CC(C)C(CC(C(C)C)=O)=O.CC(C)C(CC(C(C)C)=O)=O